(RS)-4-Cyclopropylmethoxy-N-(4-morpholin-2-yl-phenyl)-benzamide hydrochloride Cl.C1(CC1)COC1=CC=C(C(=O)NC2=CC=C(C=C2)[C@@H]2CNCCO2)C=C1 |r|